5,10,15,20-tetrakis(2,4,6-trinitrophenyl)-porphyrin [N+](=O)([O-])C1=C(C(=CC(=C1)[N+](=O)[O-])[N+](=O)[O-])C=1C2=CC=C(N2)C(=C2C=CC(C(=C3C=CC(=C(C=4C=CC1N4)C4=C(C=C(C=C4[N+](=O)[O-])[N+](=O)[O-])[N+](=O)[O-])N3)C3=C(C=C(C=C3[N+](=O)[O-])[N+](=O)[O-])[N+](=O)[O-])=N2)C2=C(C=C(C=C2[N+](=O)[O-])[N+](=O)[O-])[N+](=O)[O-]